FC1=C(C=CC(=C1C)F)N(C(=O)[C@H]1N(S(CC1)(=O)=O)C1=NC(=CC(=C1)C(F)(F)F)C)C(C)C (S)-N-(2,4-difluoro-3-methylphenyl)-N-isopropyl-2-(6-methyl-4-(trifluoromethyl)pyridin-2-yl)isothiazolidine-3-carboxamide 1,1-dioxide